C(C)(C)(C)OC(=O)N[C@]12CN(C(C=C[C@@H]2C1)C)C(=O)OCC1=CC=CC=C1 benzyl (1R,44R,7S)-1-((tert-butoxycarbonyl)amino)-4-methyl-3-azabicyclo[5.1.0]oct-5-ene-3-carboxylate